CC=1OC(=CN1)[C@@H]1CNCCOC1 (R)-6-(2-methyloxazol-5-yl)-1,4-oxazepane